OC1=C(C=CC=C1)NC1=NC(=CC(=C1)NC(OC(C)(C)C)=O)C(N(C1=CC=CC=C1)C)=O Tert-butyl (2-((2-hydroxyphenyl)amino)-6-(methyl(phenyl)carbamoyl)pyridin-4-yl)carbamate